C(C)(C)([O-])[2H] isopropanolAt-d